COC(\C=C\S(=O)(=O)C1=CC=CC=C1)=O (E)-3-benzenesulfonylacrylic acid methyl ester